FC1=C(C=C(C=C1)NC(=O)[C@@H]1[C@H]/2CC[C@@H]([C@H]1NC(C1=C(C=CC(=C1)N1CC(CCC1)CO)OC)=O)\C2=C/C(F)(F)F)C(F)(F)F (1R,2R,3R,4R,Z)-N-(4-fluoro-3-(trifluoromethyl)phenyl)-3-(5-(3-(hydroxymethyl)piperidin-1-yl)-2-methoxybenzamido)-7-(2,2,2-trifluoroethylidene)bicyclo[2.2.1]heptane-2-carboxamide